N-(3-((1,4-dioxo-1,4-dihydronaphthalen-2-yl)amino)phenyl)-3-nitrobenzamide O=C1C(=CC(C2=CC=CC=C12)=O)NC=1C=C(C=CC1)NC(C1=CC(=CC=C1)[N+](=O)[O-])=O